5-(3-ethylsulfonyl-2-pyridyl)-1-(2,2,3,3,3-pentafluoropropyl)pyrazolo[3,4-c]pyridine C(C)S(=O)(=O)C=1C(=NC=CC1)C=1C=C2C(=CN1)N(N=C2)CC(C(F)(F)F)(F)F